OC1C2CC(C(C1O)C2)CO 2,3-dihydroxy-5-hydroxymethylnorbornane